((6-methyl-5-phenylpyridin-2-yl)methyl)-5,6,7,8-tetrahydroquinolin-8-amine CC1=C(C=CC(=N1)CC1=NC=2C(CCCC2C=C1)N)C1=CC=CC=C1